(2-ethylsulfonylphenyl)-[4-(6-methyl-1,3-benzothiazol-2-yl)piperazin-1-yl]methanone C(C)S(=O)(=O)C1=C(C=CC=C1)C(=O)N1CCN(CC1)C=1SC2=C(N1)C=CC(=C2)C